N-[6-(2-aminophenyl)pyrimidin-4-yl]cyclopropanecarboxamide NC1=C(C=CC=C1)C1=CC(=NC=N1)NC(=O)C1CC1